FC1=C2C3=C(NC2=C(C=C1F)NC)N=C(N=C3N3CCC3)OC=3C=NC(=NC3)C 1-(5,6-difluoro-8-(methylamino)-2-((2-methylpyrimidin-5-yl)oxy)-9H-pyrimido[4,5-b]indol-4-yl)azacyclobutane